C1(=CC=CC=C1)[SiH2]C1=CC=CC=C1 Bis(phenyl)silan